4-chloro-1-(2',4',6'-trimethoxyphenyl)-1-butanone ClCCCC(=O)C1=C(C=C(C=C1OC)OC)OC